C1(CCC1)C=1OCCN1 2-(cyclobutyl)oxazoline